methyl 2-[3-(1,3-benzothiazol-2-ylamino)-4-methyl-6,7-dihydro-5H-pyrido[2,3-c]pyridazin-8-yl]-5-[3-[2-fluoro-4-[3-(1-piperidyl)prop-1-ynyl]phenoxy]propyl]thiazole-4-carboxylate S1C(=NC2=C1C=CC=C2)NC2=C(C1=C(N=N2)N(CCC1)C=1SC(=C(N1)C(=O)OC)CCCOC1=C(C=C(C=C1)C#CCN1CCCCC1)F)C